(R)-2-fluoro-N-(7-methoxy-4-(1-methyl-3-phenyl-1H-pyrazol-4-yl)quinazolin-6-yl)acrylamide FC(C(=O)NC=1C=C2C(=NC=NC2=CC1OC)C=1C(=NN(C1)C)C1=CC=CC=C1)=C